N(=[N+]=[N-])CC=1C=C(C=CC1)CC(C(=O)O)NC(=O)OC(C)(C)C 3-(3-(azidomethyl)phenyl)-2-((tert-butoxycarbonyl)amino)propanoic acid